1-(5-(1-HYDROXYETHYL)-4-METHYLPYRIDIN-2-YL)-N-(1-METHYL-1H-INDAZOL-7-YL)-1H-PYRAZOLE-4-SULFONAMIDE OC(C)C=1C(=CC(=NC1)N1N=CC(=C1)S(=O)(=O)NC=1C=CC=C2C=NN(C12)C)C